NP(=O)(Cl)Cl aminophosphoryl chloride